heptadecan-9-yl 8-((2-hydroxy-6-(3-hydroxy-1-methyl-1H-pyrrole-2-carboxamido)hexyl)(6-oxo-6-(undecyloxy)hexyl)amino)octanoate OC(CN(CCCCCCCC(=O)OC(CCCCCCCC)CCCCCCCC)CCCCCC(OCCCCCCCCCCC)=O)CCCCNC(=O)C=1N(C=CC1O)C